N1(CCC1)C/C=C/C(=O)N(C)CC(=O)NCCC=1C=C(C=C(C1)F)NC=1C(=NC(=C(N1)C1CC1)CC)C(=O)N (E)-3-((3-(2-(2-(4-(azetidin-1-yl)-N-methylbut-2-enamido)acetamido)ethyl)-5-fluorophenyl)amino)-5-cyclopropyl-6-ethylpyrazine-2-carboxamide